4-(2-(4-allyl-2,6-dimethoxyphenoxy)-1-((2-isopropyl-5-methylcyclohexyl)oxy)propyl)-2-methoxyphenol C(C=C)C1=CC(=C(OC(C(OC2C(CCC(C2)C)C(C)C)C2=CC(=C(C=C2)O)OC)C)C(=C1)OC)OC